C(C1=CC=CC=C1)OC1=C2C(=CNC2=C(C=C1)C#N)CCN(C)C 4-(benzyloxy)-3-[2-(dimethylamino)ethyl]indole-7-carbonitrile